NC=1C=NC=C(N1)N1CCC2(CC1)[C@@H](C1CC1C2)N 3-amino-5-((2R)-2-aminospiro[bicyclo[3.1.0]hexane-3,4'-piperidin]-1'-yl)pyrazin